2-(4-(5-chloro-2-(4-chloro-1H-1,2,3-triazol-1-yl)phenyl)-6-oxopyrimidin-1(6H)-yl)-2-fluoroacetic acid ClC=1C=CC(=C(C1)C=1N=CN(C(C1)=O)C(C(=O)O)F)N1N=NC(=C1)Cl